CN(C(=O)C=1C=NNC1C)C1=CN=NC=C1 N,5-dimethyl-N-pyridazin-4-yl-pyrazole-4-carboxamide